2-(4-Methyl-6-{[(3R)-1'-[(1s,4S)-4-hydroxycyclohexyl]-[1,4'-bipiperidin]-3-yl]amino}pyridazin-3-yl)-5-(trifluoromethyl)phenol CC1=C(N=NC(=C1)N[C@H]1CN(CCC1)C1CCN(CC1)C1CCC(CC1)O)C1=C(C=C(C=C1)C(F)(F)F)O